C(C)(C)(C)OC(C(C)O[Si](C)(C)C(C)(C)C)=O 2-((tert-butyldimethylsilyl)oxy)propionic acid tert-butyl ester